FC(N1N=C(C=C1)[C@H](CC)NC1=NC(=NC(=N1)N)C=1C=CC=2N(C1)C(=NC2)C)F (S)-N2-(1-(1-(difluoromethyl)-1H-pyrazol-3-yl)propyl)-6-(3-methylimidazo[1,5-a]pyridin-6-yl)-1,3,5-triazine-2,4-diamine